Decylamine C(CCCCCCCCC)N